C(CC)(=O)OC[C@H]1O[C@@]([C@@H]([C@@H]1O)O)(C#N)C1=CC=C2C(=NC=NN21)N ((2R,3S,4R,5R)-5-(4-aminopyrrolo[2,1-f][1,2,4]triazin-7-yl)-5-cyano-3,4-dihydroxytetrahydrofuran-2-yl)methyl propionate